(S)-2-(dimethylamino)-N-(1-(4-(4-isopropyl-5-(8-methoxy-[1,2,4]triazolo[1,5-a]pyridin-6-yl)-1H-pyrazol-3-yl)phenyl)ethyl)-N-methylacetamide CN(CC(=O)N(C)[C@@H](C)C1=CC=C(C=C1)C1=NNC(=C1C(C)C)C=1C=C(C=2N(C1)N=CN2)OC)C